2-[[4-(1,8-diazaspiro[5.5]undecan-8-yl)-3-pyridazin-4-yl-pyrrolo[2,3-b]pyridin-1-yl]methoxy]ethyl-trimethyl-silane N1CCCCC12CN(CCC2)C2=C1C(=NC=C2)N(C=C1C1=CN=NC=C1)COCC[Si](C)(C)C